COC1=CC=C(CN2CC(N(CC2)C2CC3(C2)CCNCC3)C3=C(C=CC=C3)C)C=C1 2-(4-(4-methoxybenzyl)-2-(o-tolyl)piperazin-1-yl)-7-azaspiro[3.5]nonane